ClC=1C(=CC2=C(C[C@@](O2)([C@H]2NCCC2)C2=CC=CC=C2)C1C1=C(C=C2CC[C@@H](C2=C1F)O)C(=O)N)F (1S,6S)-6-((S)-5-Chloro-6-fluoro-2-phenyl-2-((S)-pyrrolidin-2-yl)-2,3-dihydrobenzofuran-4-yl)-7-fluoro-1-hydroxy-2,3-dihydro-1H-indene-5-carboxamide